OCCNC(C(CS(=O)(=O)O)O)NCCO 3,3-bis(2-hydroxyethyl)amino-2-hydroxypropanesulfonic acid